6-[6-[4-[2-(aminomethyl)-3,3-difluoro-allyl]-5-oxo-tetrazol-1-yl]-5-methyl-2-pyridyl]-1-methyl-3,4-dihydroquinolin-2-one NCC(CN1N=NN(C1=O)C1=C(C=CC(=N1)C=1C=C2CCC(N(C2=CC1)C)=O)C)=C(F)F